NC1=C(C=C(C=C1)[N+](=O)[O-])O 2-amino-5-nitro-phenol